C(C1=CC=CC=C1)OC=1C(=C(C(=C(C1)[C@H]1[C@@H](O[C@]([C@H]1C)(C(F)(F)F)C)C(=O)NC1=CC(=NC=C1)C(=O)N)OC)F)F 4-((2R,3S,4S,5R)-3-(5-(benzyloxy)-3,4-difluoro-2-methoxyphenyl)-4,5-dimethyl-5-(trifluoromethyl)tetrahydrofuran-2-carboxamido)pyridineamide